4-Bromo-3-methoxy-benzonitrile BrC1=C(C=C(C#N)C=C1)OC